(1S,2R,3S,5R)-3-(2-(2-Amino-3-bromoquinolin-7-yl)ethyl)-5-(4-amino-5,6-dihydro-7H-Pyrrolo[2,3-d]pyrimidin-7-yl)-3-methylcyclopentane-1,2-diol NC1=NC2=CC(=CC=C2C=C1Br)CC[C@@]1([C@H]([C@H]([C@@H](C1)N1CCC2=C1N=CN=C2N)O)O)C